1-N'-(4-fluorophenyl)-1-N-[4-[[6-(1-methylpyrazol-4-yl)-1,5-naphthyridin-4-yl]oxy]phenyl]cyclopropane-1,1-dicarboxamide FC1=CC=C(C=C1)NC(=O)C1(CC1)C(=O)NC1=CC=C(C=C1)OC1=CC=NC2=CC=C(N=C12)C=1C=NN(C1)C